BrC=1C=CC(=C2C=C(N=CC12)Cl)C(CCCCl)O 1-(8-bromo-3-chloroisoquinolin-5-yl)-4-chlorobutan-1-ol